1-(3-bromophenyl)-4-pentene-1-one BrC=1C=C(C=CC1)C(CCC=C)=O